(S)-N-((1r,3S)-3-((5-chloro-4-(5,5-dimethyl-5,6-dihydro-4H-pyrrolo[1,2-b]pyrazol-3-yl)pyridin-2-yl)carbamoyl)cyclohexyl)tetrahydrofuran-2-carboxamide ClC=1C(=CC(=NC1)NC(=O)[C@@H]1C[C@@H](CCC1)NC(=O)[C@H]1OCCC1)C1=C2N(N=C1)CC(C2)(C)C